((benzhydryl)amino)cyclopropane-1-carbonitrile C(C1=CC=CC=C1)(C1=CC=CC=C1)NC1(CC1)C#N